N1N=NN=C1C[C@H]1C[C@H](N(C1)C=1C2=C(N=C(N1)C)C1=C(O2)C=CC=C1)CO ((2S,4R)-4-((1H-tetrazol-5-yl)methyl)-1-(2-methylbenzofuro[3,2-d]pyrimidin-4-yl)pyrrolidin-2-yl)methanol